C(C)(C)(C)OC(=O)N1CCC(CC1)C=1SC2=C(N1)N(C=C2C(C)C)C(=O)OC(C)(C)C Tert-butyl 2-(1-(tert-butoxy carbonyl) piperidin-4-yl)-6-isopropyl-4H-pyrrolo[2,3-d]thiazole-4-carboxylate